C1(CC1)C1CC(C1)C(=O)O 3-cyclopropylcyclobutane-1-carboxylic acid